N-benzyl-phenylethylamine C(C1=CC=CC=C1)NCCC1=CC=CC=C1